C(C1=CC=CC=C1)NC(=O)C1=CC=C(C=C1)C1=CC(=CC(=C1)C1=NN=NN1)NC1=C(C(C1=O)=O)O N-benzyl-3'-((2-hydroxy-3,4-dioxocyclobut-1-en-1-yl)amino)-5'-(1H-tetrazol-5-yl)-[1,1'-biphenyl]-4-carboxamide